4,5-Dichloro-2-phenyl-2H-pyridazin-3-one ClC=1C(N(N=CC1Cl)C1=CC=CC=C1)=O